BrC1=C(C=CC=C1)C(C(=O)OC)=O methyl 2-(2-bromophenyl)-2-oxoacetate